FC=1C(=NC(=NC1)NC=1C=C2C=C(NC2=CC1)C)NC1CCN(CC1)S(=O)(=O)C 5-fluoro-N2-(2-methyl-1H-indol-5-yl)-N4-(1-(methylsulfonyl)piperidin-4-yl)pyrimidine-2,4-diamine